(S)-3-((S)-sec-butyl)-4-(4-oxo-4,5-dihydro-1H-pyrrolo[2,3-d]pyridazine-2-carbonyl)-1,3,4,5-tetrahydro-2H-benzo[e][1,4]diazepin-2-one [C@H](C)(CC)[C@@H]1N(CC2=C(NC1=O)C=CC=C2)C(=O)C2=CC1=C(C=NNC1=O)N2